C1(CCCC1)N1N=C(C=C1C1=C(C=CC=C1OC)OC)C(=O)N[C@H](CC(=O)NCC=1SC=CN1)CCC1=CC=CC=C1 (3S)-3-{[1-cyclopentyl-5-(2,6-dimethoxyphenyl)-1H-pyrazol-3-yl]formamido}-5-phenyl-N-(1,3-thiazol-2-ylmethyl)pentanamide